ClC=1C=C(C=CC1)N(C(=O)C1OC(C(CC1OC)O)CO)[C@@H]1[C@H](CCCC1)O N-(3-chlorophenyl)-5-hydroxy-N-((1S,2S)-2-hydroxycyclohexyl)-6-(hydroxymethyl)-3-methoxytetrahydro-2H-pyran-2-carboxamide